NC=1C(=NC2=C3C=CC(=NC3=C(C=C2C1C=1C2=CN(N=C2C(=CC1)F)C1OCCCC1)O)OC)OCC1=CC=C(C=C1)OC 3-amino-4-[7-fluoro-2-(oxan-2-yl)indazol-4-yl]-8-methoxy-2-[(4-methoxyphenyl)methoxy]-1,7-phenanthrolin-6-ol